vinyloctadecene C(=C)C=CCCCCCCCCCCCCCCCC